C(C)(C)(CC)O[SiH](NC)OC(C)(C)CC Di-tert-pentoxy(methylamino)silane